4-Amino-6-((5-cyano-2-fluorophenyl)amino)-N-(2,3-dihydro-1H-inden-2-yl)picolinamide NC1=CC(=NC(=C1)NC1=C(C=CC(=C1)C#N)F)C(=O)NC1CC2=CC=CC=C2C1